4-amino-N-methyl-N-(4-(trifluoromethyl)benzyl)-1,3-dihydrofuro[3,4-c][1,7]naphthyridine-8-carboxamide NC1=NC=2C=NC(=CC2C2=C1COC2)C(=O)N(CC2=CC=C(C=C2)C(F)(F)F)C